C(C)NC(=O)NC=1N(C(=CN1)CN1CCC(CC1)C=1C(=NC(=CC1)N1N=CC=C1)C)C 1-ethyl-3-(1-methyl-5-((4-(2-methyl-6-(1H-pyrazol-1-yl)pyridin-3-yl)piperidin-1-yl)methyl)-1H-imidazol-2-yl)urea